O1C2=C(NCC1)C=CC=C2 3,4-dihydrobenzo[b][1,4]oxazine